O=C1NC(CC[C@H]1N1CC2=CC=C(C(=C2C1=O)F)CNC(OC1CC(C1)N1N=CC=C1C(F)(F)F)=O)=O (1r,3r)-3-(5-(trifluoromethyl)-1H-pyrazol-1-yl)cyclobutyl ((2-(2,6-dioxopiperidin-3-yl)-4-fluoro-3-oxoisoindolin-5-yl)methyl)carbamate